3,9-bis(2,4-di-tert-butylphenoxy)-2,4,8,10-tetraoxa-3,9-Diphosphaspiro[5.5]undecane C(C)(C)(C)C1=C(OP2OCC3(CO2)COP(OC3)OC3=C(C=C(C=C3)C(C)(C)C)C(C)(C)C)C=CC(=C1)C(C)(C)C